5-(1-cyclopropylvinyl)-2,3-dihydro-1H-inden-4-amine C1(CC1)C(=C)C1=C(C=2CCCC2C=C1)N